O=C1N(CCC(N1)=O)C1=C(C=C(C=C1)N1CCN(CC1)CCC(=O)N1CCC(CC1)NC(OC(C)(C)C)=O)OC tert-butyl (1-(3-(4-(4-(2,4-dioxotetrahydropyrimidin-1(2H)-yl)-3-methoxyphenyl)piperazin-1-yl)propanoyl)piperidin-4-yl)carbamate